tert-butyl (1-(2-(3-(4-(4,4,5,5-tetramethyl-1,3,2-dioxaborolan-2-yl)phenyl)ureido)pyridin-4-yl)azetidin-3-yl)carbamate CC1(OB(OC1(C)C)C1=CC=C(C=C1)NC(NC1=NC=CC(=C1)N1CC(C1)NC(OC(C)(C)C)=O)=O)C